CSCCOC1=C(C(=O)N)C=C(C(=C1)C(=O)N)OCCSC 2,5-bis(2-(methylthio)ethoxy)terephthalamide